CC(C(C)(C)C(=O)O)O The molecule is a 3-hydroxy monocarboxylic acid that is 2,2-dimethylbutyric acid carrying a single hydroxy substituent at position 3. It has a role as a rat metabolite and a drug metabolite.